2-(2',4',6'-trimethoxy-5-methylbiphenyl-2-yl)propan-2-ol COC1=C(C(=CC(=C1)OC)OC)C1=C(C=CC(=C1)C)C(C)(C)O